N[C@H]1CC[C@H](CC1)OC=1C=2N(C=C(C1)N1CCOCC1)N=CC2C#N 4-((cis-4-aminocyclohexyl)oxy)-6-morpholinopyrazolo[1,5-a]pyridine-3-carbonitrile